ethyl 6-bromo-5-methylimidazo[1,2-a]pyrimidine-3-carboxylate BrC=1C=NC=2N(C1C)C(=CN2)C(=O)OCC